(5S,8R)-N-(3-chloro-4-(trifluoromethyl)phenyl)-8-methyl-6,7,8,9-tetrahydro-5H-5,8-epiminocyclohepta[c]pyridine-10-carboxamide ClC=1C=C(C=CC1C(F)(F)F)NC(=O)N1[C@H]2CC[C@@]1(CC=1C=NC=CC12)C